(R)-N-(1-phenylethyl)-6-chloro-3-nitropyridin-2-amine C1(=CC=CC=C1)[C@@H](C)NC1=NC(=CC=C1[N+](=O)[O-])Cl